CC1(CC1)NC(=O)C1=CC=NC=C1 N-(1-methylcyclopropyl)pyridine-4-carboxamide